(4-acetoxy-2,5-difluorophenyl)acetic acid tert-butyl ester C(C)(C)(C)OC(CC1=C(C=C(C(=C1)F)OC(C)=O)F)=O